4-(5-(4-cyanophenyl)-1H-1,2,3-triazol-4-yl)benzoic acid C(#N)C1=CC=C(C=C1)C1=C(N=NN1)C1=CC=C(C(=O)O)C=C1